C(C)OCOC=1C=C(C=O)C=CC1C=1N=NC(=CC1C)N[C@H]1[C@@H](CCCC1)O 3-(ethoxymethoxy)-4-(6-(((1R,2R)-2-hydroxycyclohexyl)amino)-4-methylpyridazin-3-yl)benzaldehyde